C(C)(C)C(COCC)C(COCC)C(C)C 2,3-diisopropyl-1,4-diethoxybutane